1-((3S,4S)-3-(pyrimidin-2-yloxy)-4-((4-(trifluoromethyl)benzyl)oxy)pyrrolidin-1-yl)prop-2-en-1-one N1=C(N=CC=C1)O[C@H]1CN(C[C@@H]1OCC1=CC=C(C=C1)C(F)(F)F)C(C=C)=O